3-methoxy-3-methyl-butan-1-amine COC(CCN)(C)C